FC=1C=CC(=NC1)C1=CC(=NC=N1)C=1C=C(C#N)C=C(C1)OC 3-[6-(5-fluoropyridin-2-yl)pyrimidin-4-yl]-5-methoxybenzonitrile